BrC=1C=C(C=NC1)C1(C(C=CC=C1)N)N 1-(5-bromo-3-pyridinyl)benzene-1,2-diamine